rac-(1R,2R,3S,3aR,8bS)-methyl 1,8b-dihydroxy-8-methoxy-3a-(4-methoxyphenyl)-6-(4-oxobutoxy)-3-phenyl-2,3,3a,8b-tetrahydro-1H-cyclopenta[b]benzofuran-2-carboxylate O[C@@H]1[C@@H]([C@H]([C@@]2(OC3=C([C@@]21O)C(=CC(=C3)OCCCC=O)OC)C3=CC=C(C=C3)OC)C3=CC=CC=C3)C(=O)OC |r|